C(CCCCCCCC(=O)[O-])(=O)[O-].[Na+].[Na+] sodium azelate